4-((4-aminophenyl)diazenyl)benzoic acid NC1=CC=C(C=C1)N=NC1=CC=C(C(=O)O)C=C1